tert-butyl 4-(4-(2-(2-aminopyridin-3-yl)-5-(4-fluorophenyl)-3H-imidazo[4,5-b]pyridin-3-yl)benzyl)piperazine-1-carboxylate NC1=NC=CC=C1C1=NC=2C(=NC(=CC2)C2=CC=C(C=C2)F)N1C1=CC=C(CN2CCN(CC2)C(=O)OC(C)(C)C)C=C1